FC1CNCCC1NC1=CC=CC2=C1SC(=C2C(C(F)(F)F)O[Si](C)(C)C)C#CCNC2=C(C=C(C=C2)P(C)(C)=O)OC (4-((3-(7-((3-fluoropiperidin-4-yl)amino)-3-(2,2,2-trifluoro-1-((trimethylsilyl)oxy)ethyl)benzo[b]thiophen-2-yl)prop-2-yn-1-yl)amino)-3-methoxyphenyl)dimethylphosphine oxide